Gadolinium (III)-oxid [O-2].[Gd+3].[O-2].[O-2].[Gd+3]